ClC=1C=CC(=C(C1Cl)NC(C(=O)OC)=O)N1N=NN=C1 methyl 2-((5,6-dichloro-2-(1H-tetrazol-1-yl) phenyl) amino)-2-oxoacetate